(R)-N-(5-(3-((tert-butyldimethylsilyl)oxy)pyrrolidin-1-yl)-2-morpholinothiazolo[4,5-b]pyridin-6-yl)-2-(6-methoxypyridin-3-yl)oxazole-4-carboxamide [Si](C)(C)(C(C)(C)C)O[C@H]1CN(CC1)C1=C(C=C2C(=N1)N=C(S2)N2CCOCC2)NC(=O)C=2N=C(OC2)C=2C=NC(=CC2)OC